ClC=1C=C(C(=O)NN)C=C(C1)Cl 3,5-Dichlorobenzohydrazide